C(C)C1=C(CN2C[C@H](CC2)C(=O)O)C=CC(=C1)/C(/C)=N/OCC1=CC(=C(C=C1)C1=COC=C1)C (S,E)-1-(2-ethyl-4-(1-(((4-(furan-3-yl)-3-methylbenzyl)oxy)imino)ethyl)benzyl)pyrrolidine-3-carboxylic acid